N-(2-(Benzylamino)-2-oxo-1-phenylethyl)-N-(1-methyl-1H-indazol-6-yl)-propiolamide C(C1=CC=CC=C1)NC(C(C1=CC=CC=C1)N(C(C#C)=O)C1=CC=C2C=NN(C2=C1)C)=O